BrC=1C=C2C(=NC1)N(C(=C2)C2=COC=C2)S(=O)(=O)C2=CC=C(C)C=C2 5-bromo-2-(furan-3-yl)-1-tosyl-1H-pyrrolo[2,3-b]pyridine